ClC=1C=CC=2C(N1)=CN(N2)CC(C)OC 5-chloro-2-(2-methoxypropyl)-2H-pyrazolo[4,3-b]pyridine